[N+](=O)([O-])C1=CC=C(C=C1)C=CCC=O 4-(4-Nitrophenyl)-but-3-en-1-one